tert-butyl 4-[(4-amino-2-methylsulfanyl-pyrimidin-5-yl)methylamino]-3,4-dihydro-2H-quinoline-1-carboxylate NC1=NC(=NC=C1CNC1CCN(C2=CC=CC=C12)C(=O)OC(C)(C)C)SC